FC1=CC=CC2=C1C(CCO2)CC(=O)O 2-(5-Fluoro-3,4-dihydro-2H-1-benzopyran-4-yl)acetic acid